N[C@@H](C(=O)O)CC=1C=NC=CC1 (R)-2-amino-3-(pyridin-3-yl)propanoic acid